2-((2-chloro-6-vinylpyrimidin-4-yl)methyl)isoindoline-1,3-dione ClC1=NC(=CC(=N1)CN1C(C2=CC=CC=C2C1=O)=O)C=C